N-[6-Morpholino-2-(oxetan-3-yl)-1-oxo-isoindolin-5-yl]pyrazolo[1,5-a]pyrimidine-3-carboxamide O1CCN(CC1)C1=C(C=C2CN(C(C2=C1)=O)C1COC1)NC(=O)C=1C=NN2C1N=CC=C2